C(C)(C)(C)C1=CC(=CC2=C1OP(OC1=C2C=C(C=C1C(C)(C)C)OC)C1=C(C=C(C=C1)OC)C(C)(C)C)OC 4,8-di-tert-butyl-6-(2-(tert-butyl)-4-methoxyphenyl)-2,10-dimethoxydibenzo[d,f][1,3,2]dioxaphosphepin